C(C)N1N=CC=2C1=NC=CC2 1-Ethyl-1H-pyrazolo[3,4-b]pyridin